N[C@@H](CNCC=1C=CC2=C(N=C(O2)[C@H](C2CCC(CC2)(F)F)NC(OCC2=CC=CC=C2)=O)C1F)C(F)(F)F benzyl ((S)-(5-((((S)-2-amino-3,3,3-trifluoropropyl)amino)methyl)-4-fluorobenzo[d]oxazol-2-yl)(4,4-difluorocyclohexyl)methyl)carbamate